7-(2-Fluoroprop-2-yl)quinoline-4-carboxylic acid methyl ester COC(=O)C1=CC=NC2=CC(=CC=C12)C(C)(C)F